7-((2s,5r)-4-(1-(3,3-dimethyl-2,3-dihydrobenzo[b][1,4]dioxin-6-yl)ethyl)-2,5-dimethylpiperazin-1-yl)-4-methyl-2,4-dihydro-5H-pyrazolo[4,3-b]pyridin-5-one CC1(OC2=C(OC1)C=CC(=C2)C(C)N2C[C@@H](N(C[C@H]2C)C=2C=1C(N(C(C2)=O)C)=CNN1)C)C